C(C)C(CCCCC)C1(C(NC(NC1=O)=O)=O)CCCC 1-ethylhexyl-5-butylbarbituric acid